bis(3,5-di-tert-butyl-4-hydroxybenzyl) thioether C(C)(C)(C)C=1C=C(CSCC2=CC(=C(C(=C2)C(C)(C)C)O)C(C)(C)C)C=C(C1O)C(C)(C)C